COCCOCCOCCOCCN 2,5,8,11-Tetraoxatridecan-13-amine